C1=CC=CC=2C3=CC=CC=C3C(C12)COC(=O)N[C@H](C(=O)O)[C@H](CCCC)C (2S,3S)-2-((((9H-fluoren-9-yl)methoxy)carbonyl)amino)-3-methylheptanoic acid